CC1([C@H](C1)C(=O)N1CC2(C1)CN(CC2C(=O)N)C2=C1C=CNC1=CC=C2)C 2-((S)-2,2-dimethylcyclopropanecarbonyl)-6-(1H-indol-4-yl)-2,6-diazaspiro[3.4]octane-8-carboxamide